BENZIMIDAZOL-2-ON N=1C(N=C2C1C=CC=C2)=O